NC1=NC=C(C(=N1)C1=C(C=CC=C1)OC(F)F)C(=O)NC1=CC(=CC=C1)C(F)(F)F 2-amino-4-(2-(difluoromethoxy)phenyl)-N-(3-(trifluoromethyl)phenyl)pyrimidine-5-carboxamide